NC=1NC(C2=C(N1)C=CN2CCCCCC2=CC=C(C(=O)N[C@@H](CCC(=O)OCC)C(=O)OCC)C=C2)=O Diethyl (4-(5-(2-amino-4-oxo-3,4-dihydro-5H-pyrrolo[3,2-d]pyrimidin-5-yl)pentyl) benzoyl)-L-glutamate